C(C)[C@]1(C(OCC=2C(N3CC=4N(C5=C(C=C(C=C5C(C4C3=CC21)=O)F)\C(\C)=N/OC)C)=O)=O)O (S,Z)-4-ethyl-8-fluoro-4-hydroxy-10-(1-(methoxyimino)ethyl)-11-methyl-1,12-dihydro-14H-pyrano[3',4':6,7]indolizino[2,1-b]quinoline-3,6,14(4H,11H)-trione